COC=1C=2N(C=C(C1)C1=C(C(=NN1)N1SC(C(=C1)C)N1CCN(CC1)CCC)CC(F)(F)F)N=CN2 2-(5-(8-methoxy-[1,2,4]triazolo[1,5-a]pyridin-6-yl)-4-(2,2,2-trifluoroethyl)-1H-pyrazol-3-yl)-4-methyl-5-(4-propylpiperazin-1-yl)thiazoleN